ClC=1N=C(C2=C(N1)N(C=C2)[C@H]2[C@@H]([C@@H]([C@H](O2)CS(=O)(=O)CP(O)(O)=O)O)O)NC2CCC(CC2)(F)F [(2S,3S,4R,5R)-5-[2-chloro-4-[(4,4-difluoro-cyclohexyl)amino]-pyrrolo[2,3-d]-pyrimidin-7-yl]-3,4-dihydroxy-tetrahydro-furan-2-yl]methyl-sulfonylmethylphosphonic acid